ClC1=C(C=CC=C1)[N+](=O)[O-] ortho-Chloronitrobenzol